1-(4-(methoxycarbonyl)phenyl)-1,2,3,4-tetrahydroisoquinoline-3-carboxylic acid methyl ester COC(=O)C1NC(C2=CC=CC=C2C1)C1=CC=C(C=C1)C(=O)OC